Cl.O[C@@H](C(=O)N1CC=2CNCC2C1)C1=CC=CC=C1 (R)-2-hydroxy-2-phenyl-1-(3,4,5,6-tetrahydropyrrolo[3,4-c]pyrrol-2(1H)-yl)ethan-1-one hydrochloride